2-[3-(7-methyl-2,7-diazaspiro[3.5]non-2-yl)-1,2,4-triazin-6-yl]-5-(1-methyl-1H-pyrazol-4-yl)phenol trifluoroacetate FC(C(=O)O)(F)F.CN1CCC2(CN(C2)C=2N=NC(=CN2)C2=C(C=C(C=C2)C=2C=NN(C2)C)O)CC1